COC([C@@H](NC(C(F)(F)F)C1=CC(=C(C=C1)C1=C(C=CC(=C1)N(C)C)O)F)CC(C)C)=O (1-(5'-dimethylamino-2-fluoro-2'-hydroxy-[1,1'-biphenyl]-4-yl)-2,2,2-trifluoroethyl)-L-leucine methyl ester